1-(2-fluorophenyl)-2-p-toluenesulfonyl-ethanone FC1=C(C=CC=C1)C(CS(=O)(=O)C1=CC=C(C)C=C1)=O